tert-butyl N-[1-(pyrimidin-4-yl)-5-(trifluoromethyl)-1H-pyrazol-4-yl]carbamate N1=CN=C(C=C1)N1N=CC(=C1C(F)(F)F)NC(OC(C)(C)C)=O